BrC=1C=C2C(C(=NC2=C(C1)F)C)(C)C 5-bromo-7-fluoro-2,3,3-trimethyl-3H-indole